N-(2-trifluoromethanesulfonylphenyl)pyridine-3-carboxamide FC(S(=O)(=O)C1=C(C=CC=C1)NC(=O)C=1C=NC=CC1)(F)F